NCCOC1=CC=C2CCNC(C2=C1)C 7-(2-aminoethoxy)-1-methyl-1,2,3,4-tetrahydroisoquinoline